O=C1NC=C(C(N1)=O)C=1C=C(C=2N(N1)C=CN2)N2CC(C(C2)(F)F)NC(C2=CC=C(C=C2)C(F)(F)F)=O N-[1-[6-(2,4-dioxo-1H-pyrimidin-5-yl)imidazo[1,2-b]pyridazin-8-yl]-4,4-difluoro-pyrrolidin-3-yl]-4-(trifluoromethyl)benzamide